C1(=CC(=CC=C1)C#CCO)C 3-(m-tolyl)propan-2-yn-1-ol